4-(1,5-dimethyl-1H-imidazol-2-yl)-1,2,3,6-tetrahydropyridine CN1C(=NC=C1C)C=1CCNCC1